C(C)(C)(C)N(CCO)CCO 2,2'-t-butyliminodiethanol